2-(2,6-dioxopiperidin-3-yl)-5-((3-(trifluoromethyl)-5,6-dihydro-[1,2,4]triazolo[4,3-a]pyrazin-7(8H)-yl)methyl)isoindoline-1,3-dione O=C1NC(CCC1N1C(C2=CC=C(C=C2C1=O)CN1CC=2N(CC1)C(=NN2)C(F)(F)F)=O)=O